(S)-5'-chloro-8-(difluoromethoxy)-6-(trifluoromethyl)-3',4'-dihydro-2'H,3H-spiro[imidazo[1,2-a]pyridine-2,1'-naphthalene] ClC1=C2CCC[C@@]3(C2=CC=C1)N=C1N(C=C(C=C1OC(F)F)C(F)(F)F)C3